2-chloro-N-((1-(1-cyclobutyl-4-(trifluoromethyl)-1H-imidazol-2-yl)-2-oxabicyclo[2.2.2]oct-4-yl)methyl)-5-methoxypyrimidin-4-amine ClC1=NC=C(C(=N1)NCC12COC(CC1)(CC2)C=2N(C=C(N2)C(F)(F)F)C2CCC2)OC